OCCCCCCCCC(=O)N(C)C1=CC=C2C(=N1)NC(=C2)C=2N=C1N(C(=CC(=C1)C(=O)OC)OC)C2C methyl 2-(6-(9-hydroxy-N-methylnonanamido)-1H-pyrrolo[2,3-b]pyridin-2-yl)-5-methoxy-3-methylimidazo[1,2-a]pyridine-7-carboxylate